4-isopropyl-5-(8-methyl-[1,2,4]triazolo[1,5-a]pyridin-6-yl)-N-(1-(4,4,4-trifluorobutyl)piperidin-4-yl)-1H-pyrazole-3-carboxamide C(C)(C)C=1C(=NNC1C=1C=C(C=2N(C1)N=CN2)C)C(=O)NC2CCN(CC2)CCCC(F)(F)F